(S)-2-[(tert-butyl)(oxycarbonylamino)]-4-(p-hydroxyphenyl)butyric acid C(C)(C)(C)OC(=O)N[C@H](C(=O)O)CCC1=CC=C(C=C1)O